O=C1NC(CCC1N1C(C2=CC=C(C=C2C1=O)N1CCC(CC1)CN1N=NC(=C1)CN1[C@H](CNCC1)C)=O)=O 2-(2,6-dioxo-3-piperidyl)-5-[4-[[4-[[(2S)-2-methylpiperazin-1-yl]methyl]triazol-1-yl]methyl]-1-piperidyl]isoindoline-1,3-dione